(3-chloro-2-methyl-4-pyridyl)boronic acid ClC=1C(=NC=CC1B(O)O)C